3-(cyclopropylmethoxy)-4-nitro-1-((2-(trimethylsilyl)ethoxy)methyl)-1H-pyrazole C1(CC1)COC1=NN(C=C1[N+](=O)[O-])COCC[Si](C)(C)C